C(CC)NC(O[C@@H]1C[C@@H](CC1)C1=CC(=NN1)NC(CC=1N=C2SC=C(N2C1)C)=O)=O (1S,3R)-3-(3-{[(3-methyl-imidazo[2,1-b][1,3]thiazol-6-yl)acetyl]amino}-1H-pyrazol-5-yl)cyclopentyl propylcarbamate